(2R)-2-{3-[2-(2-Azidoethoxy)ethoxy]propanamido}-3-[(2-{[(tert-butoxy)carbonyl]amino}ethyl)disulfanyl]-3-methylbutanoic acid N(=[N+]=[N-])CCOCCOCCC(=O)N[C@H](C(=O)O)C(C)(C)SSCCNC(=O)OC(C)(C)C